Cl.C(#N)CC(=O)N1C[C@@H]([C@@H](CC1)C)N(C=1C2=C(N=CN1)N(C=C2)C(N)=S)C 4-(((3R,4R)-1-(2-cyanoacetyl)-4-methylpiperidin-3-yl)(methyl)amino)-7H-pyrrolo[2,3-d]pyrimidine-7-carbothioamide hydrochloride